CN1N=CC=C1C1CC2CCC(C1)N2 3-(2-methylpyrazol-3-yl)-8-azabicyclo[3.2.1]octane